((7R)-7-Amino-2-azabicyclo[2.2.1]heptan-2-yl)(2-(1-(cyclopropylmethyl)-6-methyl-1H-pyrrolo[2,3-b]pyridin-2-yl)-3-methylpyrazolo[1,5-a]pyridin-6-yl)methanone N[C@H]1C2N(CC1CC2)C(=O)C=2C=CC=1N(C2)N=C(C1C)C1=CC=2C(=NC(=CC2)C)N1CC1CC1